Hydroxyethyl-laurylamine OCCNCCCCCCCCCCCC